ClC=1C=C(CC2C(CCC2)OC(=O)N[C@H](C(=O)N[C@H](C(=O)OC)C[C@H]2C(NCC2)=O)CC2CCCCC2)C=CC1 methyl (2S)-2-((2S)-2-((((2-(3-chlorobenzyl)cyclopentyl)oxy) carbonyl)amino)-3-cyclohexylpropanamido)-3-((S)-2-oxopyrrolidin-3-yl)propanoate